CN1C[C@H]2[C@@H](CC1)CCN2C=2C(N(C(=NN2)C2=C(C=C(C=C2)OC(F)(F)F)O)C)=O 6-[(3aS,7aR)-6-methyl-3,3a,4,5,7,7a-hexahydro-2H-pyrrolo[2,3-c]pyridin-1-yl]-3-[2-hydroxy-4-(trifluoromethoxy)phenyl]-4-methyl-1,2,4-triazin-5-one